N1=CC=CC2=CC=C(C=C12)O Quinoline-7-ol